Cl.C(CCCCCCC)OC1=CC=C(N)C=C1 4-(octyloxy)aniline HCl